N-((1R)-3-cyano-3-azabicyclo[3.2.0]heptan-1-yl)-2'-((4-fluorophenyl)amino)-[1,1'-biphenyl] C(#N)N1C[C@]2(CCC2C1)N(C1=C(C=CC=C1)C1=CC=CC=C1)C1=CC=C(C=C1)F